tert-butyl ((1-(2-amino-2-oxoethyl)-2-oxo-2,3-dihydro-1H-benzo[d]imidazol-5-yl)methyl)(2-(6-(2,2,2-trifluoroethyl)thieno[2,3-d]-pyrimidin-4-yl)-2-azaspiro[3.4]octan-6-yl)carbamate NC(CN1C(NC2=C1C=CC(=C2)CN(C(OC(C)(C)C)=O)C2CC1(CN(C1)C=1C3=C(N=CN1)SC(=C3)CC(F)(F)F)CC2)=O)=O